trans-octadecadienoic acid C(\C=C\C=CCCCCCCCCCCCCC)(=O)O